tert-butyl-(E)-4-amino-4-(4-(3-methoxy-3-oxoprop-1-en-1-yl)phenyl)piperidine-1-carboxylate C(C)(C)(C)OC(=O)N1CCC(CC1)(C1=CC=C(C=C1)\C=C\C(=O)OC)N